CC(C(CC=O)=O)C 4-Methyl-1,3-dioxopentane